[Ge].[Se] selenium-germanium